FC=1C(=NC=C(C1)F)C=1C=CC(=C(C1)NC1=NC=NC2=CC(=C(C=C12)NC(C=C)=O)OCCN1CCOCC1)F N-(4-((5-(3,5-difluoropyridin-2-yl)-2-fluorophenyl)amino)-7-(2-morpholinoethoxy)quinazolin-6-yl)acrylamide